(diphenyltriazinyl)(phenyldibenzofuranyl)biphenyl C1(=CC=CC=C1)C1=C(C(=NN=N1)C=1C(=C(C=CC1)C1=CC=CC=C1)C1=C(C=CC=2OC3=C(C21)C=CC=C3)C3=CC=CC=C3)C3=CC=CC=C3